(1R,4R)-4-(4-hydroxy-2-methylpyrido[3,4-d]Pyrimidin-6-yl)cyclohexane-1-carboxylic acid methyl ester COC(=O)C1CCC(CC1)C1=CC2=C(N=C(N=C2O)C)C=N1